3-(2-(4-Bromophenyl)-3-oxoindolin-2-yl)-4-hydroxy-1-methylpyrrolidine-2,5-dione BrC1=CC=C(C=C1)C1(NC2=CC=CC=C2C1=O)C1C(N(C(C1O)=O)C)=O